4-[(4-cyclohexylphenyl)amino]-2-[(cyclopropylmethyl)(methyl)amino]-6-(prop-2-yl)-5,6-dihydro-7H-pyrrolo[3,4-d]pyrimidin-7-one C1(CCCCC1)C1=CC=C(C=C1)NC=1C2=C(N=C(N1)N(C)CC1CC1)C(N(C2)C(C)C)=O